racemic-3-hydroxyphthalide O[C@@H]1OC(=O)C2=CC=CC=C12 |r|